N[C@H]1[C@H](CN(CC1)C=1N(C(C(=C(N1)C1=CC(=C(C#N)C=C1)F)C1=CC=C(C=C1)OC)=O)C)F 4-[2-((4R,3S)-4-amino-3-fluoro-piperidin-1-yl)-5-(4-methoxy-phenyl)-1-methyl-6-oxo-1,6-dihydro-pyrimidin-4-yl]-2-fluoro-benzonitrile